6-chloro-2-(ethylthio)-N,N-bis(4-methoxybenzyl)-5-nitropyrimidin-4-amine ClC1=C(C(=NC(=N1)SCC)N(CC1=CC=C(C=C1)OC)CC1=CC=C(C=C1)OC)[N+](=O)[O-]